N1(CCOCC1)CC1=CC=C(C=C1)C=1C=C(C=2N=CN=CC2N1)C(=O)N 6-[4-(morpholin-4-ylmethyl)phenyl]pyrido[3,2-d]pyrimidine-8-carboxamide